1-(3-(2-methoxyethyl)benzyl)-1H-pyrazole-4-carboxamide COCCC=1C=C(CN2N=CC(=C2)C(=O)N)C=CC1